Diethylmethyl-sulfonium C(C)[S+](C)CC